P(=O)(OCC=C)(OCC=C)OCC=C tri-allyl phosphate